O1CC(C1)N1CCN(CC1)C1(CC1)CO (1-(4-(oxetan-3-yl)piperazin-1-yl)cyclopropyl)methanol